3,5-dimethylperylene-dicarboxylic acid CC1=C(C(=C2C=3C=CC=C4C=CC=C(C=5C=C(C=C1C52)C)C43)C(=O)O)C(=O)O